N1,N8-bis(4-aminophenyl)octanediamide NC1=CC=C(C=C1)NC(CCCCCCC(=O)NC1=CC=C(C=C1)N)=O